FC1=CC=C(CCN2N=C(C=3C(C(C4=C(C23)C=CC=C4)=O)=O)C)C=C1 1-(4-fluorophenethyl)-3-methyl-1H-benzo[g]indazole-4,5-dione